N1C=C(C2=CC=CC=C12)C=1OC2=C(C=C(C=C2C(C1)=O)C)C(C)NC1=C(C(=O)O)C=CC=C1 2-[1-[2-(1H-Indol-3-yl)-6-methyl-4-oxo-chromen-8-yl]ethylamino]benzoic acid